O1C=C(C=C1)CC/C=C(/CC(/C=C(/CC[C@@H](O)[C@@]1(CCC(O1)=O)C)\C)O)\C (5S)-5-[(1R,4E,8E)-11-(3-furyl)-1,6-dihydroxy-4,8-dimethyl-4,8-undecadien-1-yl]-5-methyldihydro-2(3H)-furanone